8-(4-(1,3,4-oxadiazol-2-yl)piperidin-1-yl)-N-(1-cyanocyclopropyl)-3-(5-(trifluoromethyl)-1,3,4-thiadiazol-2-yl)imidazo[1,5-a]pyridine-6-sulfonamide O1C(=NN=C1)C1CCN(CC1)C=1C=2N(C=C(C1)S(=O)(=O)NC1(CC1)C#N)C(=NC2)C=2SC(=NN2)C(F)(F)F